(hexane-1,6-diyl)bis[3-(3,5-di-t-butyl-4-hydroxyphenyl)propionamide] C(CCCCCC(C(=O)N)CC1=CC(=C(C(=C1)C(C)(C)C)O)C(C)(C)C)C(C(=O)N)CC1=CC(=C(C(=C1)C(C)(C)C)O)C(C)(C)C